C(C)(C)(C)OC(=O)N1CCC(CC1)C=1C=C2C(=C(NC2=CC1)C=1C=C(C(N(C1)C)=O)C(=O)O)C(C)C 5-(5-(1-(tert-butoxycarbonyl)piperidin-4-yl)-3-isopropyl-1H-indol-2-yl)-1-methyl-2-oxo-1,2-dihydropyridine-3-carboxylic acid